3,3-difluoro-N-(6-(5,6,7,8-tetrahydroimidazo[1,2-a]pyrazin-3-yl)isoquinolin-3-yl)cyclobutane-1-carboxamide FC1(CC(C1)C(=O)NC=1N=CC2=CC=C(C=C2C1)C1=CN=C2N1CCNC2)F